(2R,4S)-2-(((S)-1-((5-chloro-2-(1H-tetrazol-1-yl)benzyl)amino)-1-oxopropan-2-yl)carbamoyl)-4-(4-(pyridin-3-yl)benzyl)pyrrolidine-1-carboxylic acid tert-butyl ester C(C)(C)(C)OC(=O)N1[C@H](C[C@@H](C1)CC1=CC=C(C=C1)C=1C=NC=CC1)C(N[C@H](C(=O)NCC1=C(C=CC(=C1)Cl)N1N=NN=C1)C)=O